4-chloro-N-(1,1-dimethylsilinan-4-yl)-6-methyl-1H-pyrrolo[2,3-b]pyridine-2-carboxamide ClC1=C2C(=NC(=C1)C)NC(=C2)C(=O)NC2CC[Si](CC2)(C)C